(+)-[3-[[2-Fluoro-6-(trifluoromethyl)phenyl]methoxy]azetidin-1-yl]-[3-(1H-pyrazol-5-yl)pyrrolidin-1-yl]methanone FC1=C(C(=CC=C1)C(F)(F)F)COC1CN(C1)C(=O)N1CC(CC1)C1=CC=NN1